(1E)-1-cyclobutylethylene C1(CCC1)C=C